indium-molybdenum [Mo].[In]